CC=1C(=C(OCCN2CCCCC2)C(=CC1C)[N+](=O)[O-])[N+](=O)[O-] 1-(2-(3,4-dimethyl-2,6-dinitrophenoxy)ethyl)piperidine